2-hydrazino-5,6-dimethylpyrimidin-4(3H)-one N(N)C1=NC(=C(C(N1)=O)C)C